N-((1R,5S,6s)-3-(4-(3-cyano-6-(1-methyl-1H-pyrazol-4-yl)pyrazolo[1,5-a]pyridin-4-yl)phenyl)-3-azabicyclo[3.1.0]hexane-6-yl)-2-hydroxy-3-methylbutanamide C(#N)C=1C=NN2C1C(=CC(=C2)C=2C=NN(C2)C)C2=CC=C(C=C2)N2C[C@@H]1C([C@@H]1C2)NC(C(C(C)C)O)=O